2-(2,2-difluoroethoxy)-1,1-difluoroethane FC(COCC(F)F)F